FC1=C(C=C(C=C1)S(=O)(=O)C)F 1,2-difluoro-4-(methylsulfonyl)benzene